1-(3-bromophenyl)-3-[3-chloro-2-(2-hydroxyethyl)phenyl]urea BrC=1C=C(C=CC1)NC(=O)NC1=C(C(=CC=C1)Cl)CCO